methyl (S)-2-((2-(2-chloro-4-(chlorosulfonyl)-5-fluorophenyl)-7-methylimidazo[1,2-a]pyridin-3-yl)methyl)morpholine-4-carboxylate ClC1=C(C=C(C(=C1)S(=O)(=O)Cl)F)C=1N=C2N(C=CC(=C2)C)C1C[C@H]1CN(CCO1)C(=O)OC